CC(C=O)(CN(CCOC)CCOC)C 2,2-dimethyl-3-di(methoxyethyl)aminopropanal